methyl 1-(2-(4-bromo-3,5-dimethylphenyl)propan-2-yl)piperidine-4-carboxylate BrC1=C(C=C(C=C1C)C(C)(C)N1CCC(CC1)C(=O)OC)C